C1(=CC=CC=C1)CCCCCCCCC1=CC=CC=C1 1,8-diphenyloctane